2-bromo-7-(dibromomethyl)-5-methoxythiazolo[5,4-b]pyridine BrC=1SC2=NC(=CC(=C2N1)C(Br)Br)OC